2-(2-methoxyphenyl)-6-(3-methyl-3,8-diazabicyclo[3.2.1]octan-8-yl)imidazo[1,2-a]pyrimidine COC1=C(C=CC=C1)C=1N=C2N(C=C(C=N2)N2C3CN(CC2CC3)C)C1